[Cl-].[Cl-].CC1(C=C(C=C1)C(CC)(CC(C)C)C)[Zr+2]C1(C=C(C=C1)C(CC)(CC(C)C)C)C bis(1-methyl-3-(3,5-dimethylhexan-3-yl)cyclopentadienyl)zirconium dichloride